4-(2-(azetidin-3-yloxy)acetyl)-1-(3-(4-chloro-3-ethyl-1H-pyrrolo[2,3-b]pyridin-5-yl)phenyl)piperazin-2-one N1CC(C1)OCC(=O)N1CC(N(CC1)C1=CC(=CC=C1)C=1C(=C2C(=NC1)NC=C2CC)Cl)=O